C1N(CCC2=CC=CC=C12)C[C@H](CN1CCOC2=C(C1=O)C=CC(=C2)C(=O)N2C(COCC2)C)O 4-[(2R)-3-(3,4-dihydro-1H-isoquinolin-2-yl)-2-hydroxy-propyl]-8-(3-methylmorpholin-4-carbonyl)-2,3-dihydro-1,4-benzoxazepin-5-one